(R)- or (S)-2-(4-cyano-2-ethyl-6-isopropylphenyl)-N-(4-((dimethylamino)methyl)phenyl-sulfonimidoyl)acetamide C(#N)C1=CC(=C(C(=C1)C(C)C)CC(=O)N[S@](=O)(=N)C1=CC=C(C=C1)CN(C)C)CC |o1:15|